C(N1C=C(C=2C1=CN=C(C2)NC(C)=O)C2=NC(=CC1=C2OC[C@@H](O1)C)SC)([2H])([2H])[2H] (S)-N-(1-(methyl-d3)-3-(2-methyl-7-(methylthio)-2,3-dihydro-[1,4]dioxino[2,3-c]pyridin-5-yl)-1H-pyrrolo[2,3-c]pyridin-5-yl)acetamide